di(ethylamino)silane C(C)N[SiH2]NCC